((dimethylamino)methyl)-1'-keto-2',3'-dihydro-1'h-spiro[cyclopropane-1,4'-isoquinoline] CN(C)CN1C(C2=CC=CC=C2C2(C1)CC2)=O